[N+](=O)([O-])C1=CC=C(C=C1)OC(C1=C(N=CC(=C1)C=1C=C2C(=NC=NC2=CC1)N[C@@H]1CN(CC1)C(=O)C1CCOCC1)OC)=O (S)-2-methoxy-5-(4-((1-(tetrahydro-2H-pyran-4-carbonyl)pyrrolidin-3-yl)amino)quinazolin-6-yl)nicotinic acid p-nitrophenyl ester